Isocyanato acrylate C(C=C)(=O)ON=C=O